C(C)OCC1(CCN(CC1)C(CC)(CC)C=1C=CC(=NC1)C)CCC1=CC=CC=C1 5-(3-(4-(ethoxymethyl)-4-phenethylpiperidin-1-yl)pentan-3-yl)-2-methylpyridine